CN(C(/C=C/C(=O)N1CC2=C([C@@H](C1)C1=C(C=CC=C1)C=1C(=NN(C1)CC)C(F)(F)F)C=C(S2)C#N)C(C)C)C (4S)-6-((E)-4-(dimethylamino)-5-methylhex-2-enoyl)-4-(2-(1-ethyl-3-(trifluoromethyl)-1H-pyrazol-4-yl)phenyl)-4,5,6,7-tetrahydrothieno[2,3-c]pyridine-2-carbonitrile